ClCCS(=O)(=O)NN=C1CC(C(=O)NC2=CC(=C(C=C2)F)F)=CC=C1 3-(N-(2-chloroethyl)sulfonamidoimino)-N-(3,4-difluorophenyl)benzamide